[N+](=O)([O-])C1=CC=C(C=C1)N1CC(CC1=O)CCCCNC(OC(C)(C)C)=O tert-butyl (4-(1-(4-nitrophenyl)-5-oxopyrrolidin-3-yl) butyl)carbamate